2-diphenylphosphinomethyl-1-phenylsulfonyl-1H-indol-3-yl-p-tolylmethyl-2-methylpropane-2-sulfinamide C1(=CC=CC=C1)P(C1=CC=CC=C1)CC=1N(C2=CC=CC=C2C1C(C(C)(S(=O)N)C)CC1=CC=C(C=C1)C)S(=O)(=O)C1=CC=CC=C1